4-(2-Chlorophenyl)-6-methyl-1-(methylamino)-3H-pyrido[1,2-c]pyrimidin-3-one ClC1=C(C=CC=C1)C1=C2N(C(=NC1=O)NC)C=CC(=C2)C